N1(N=CC=C1)C=1C=CC(=C(C1)O)C=1N=NC(=CC1)C=1CCNCC1 5-pyrazol-1-yl-2-[6-(1,2,3,6-tetrahydro-pyridin-4-yl)-pyridazin-3-yl]-phenol